methyl 4-amino-7-bromo-1-(4-methoxyphenyl)-2-oxo-1,2-dihydroquinoline-3-carboxylate NC1=C(C(N(C2=CC(=CC=C12)Br)C1=CC=C(C=C1)OC)=O)C(=O)OC